Cl.Cl.N(=NC(C(=N)NC1=CC=CC=C1)(C)C)C(C(=N)NC1=CC=CC=C1)(C)C azobis-(2-methyl-N-phenylpropionamidine) dihydrochloride